(R)-6-Benzyl-9-(methylsulfonyl)-5-oxo-6,7,8,9-tetrahydro-5H-pyrido[2,3-b]indole-6-carbonitrile C(C1=CC=CC=C1)[C@@]1(C(C=2C3=C(N(C2CC1)S(=O)(=O)C)N=CC=C3)=O)C#N